FC=1C(=C(C=CC1)C1=NC(=C2N1CCCC2)C2=NC(=CC=C2O)C)O 2-(3-(3-fluoro-2-hydroxyphenyl)-5,6,7,8-tetrahydroimidazo[1,5-a]pyridin-1-yl)-6-methylpyridin-3-ol